BrC=1C(=C(C(=C(C=O)C1)O)C[2H])C(C)(C)C 5-bromo-4-tert-butyl-3-deuteromethyl-2-hydroxybenzaldehyde